(Z)-1-(2-Fluoro-4-(1-(4-(trifluoromethoxy)phenyl)-1H-1,2,4-triazol-3-yl)phenyl)-3-(4-oxo-3-(6-((2,2,2-trifluoroethoxy)methyl)benzo[d][1,3]dioxol-5-yl)thiazolidin-2-ylidene)urea FC1=C(C=CC(=C1)C1=NN(C=N1)C1=CC=C(C=C1)OC(F)(F)F)NC(=O)\N=C\1/SCC(N1C1=CC2=C(OCO2)C=C1COCC(F)(F)F)=O